C(C)(C1=C(C(=CC(=C1)C)C)OCC(=O)N)C1=C(C(=CC(=C1)C)C)OCC(=O)N 2'-((ethane-1,1-diylbis(4,6-dimethyl-2,1-phenylene))bis(oxy))diacetic amide